4,7-Methano-1H-indene C1C=CC=2C3=CC=C(C12)C3